CN1C2=C(C=3C=CC=CC13)CN(CC2)CC2OC2 5-methyl-2-(oxiran-2-ylmethyl)-2,3,4,5-tetrahydro-1H-pyrido[4,3-b]indole